BrC1=C(C=CC=C1)[S+](C1=C(C=CC=C1)Br)C1=C(C=CC=C1)Br tris(bromophenyl)sulfonium